tert-butyl N-[2-(carbamothioylamino)-5-(trifluoromethyl)-3-pyridyl]-N-methyl-carbamate C(N)(=S)NC1=NC=C(C=C1N(C(OC(C)(C)C)=O)C)C(F)(F)F